8-[(1R)-1-[(6-Chloro-3-pyridyl)amino]ethyl]-3,6-dimethyl-2-(3-pyridyl)chromen-4-one ClC1=CC=C(C=N1)N[C@H](C)C=1C=C(C=C2C(C(=C(OC12)C=1C=NC=CC1)C)=O)C